(S)-2-(3-(azetidin-2-ylmethoxy)pyridin-4-yl)-3-((3-chloro-2-methoxyphenyl)amino)-1,5,6,7-tetrahydro-4H-pyrrolo[3,2-c]pyridin-4-one N1[C@@H](CC1)COC=1C=NC=CC1C1=C(C=2C(NCCC2N1)=O)NC1=C(C(=CC=C1)Cl)OC